NC=1N=NC=CC1 aminopyridazin